(7,9,9-trimethyl-1,4,8-trioxaspiro[4.5]decan-7-yl)methanol CC1(CC2(OCCO2)CC(O1)(C)C)CO